1-[5-(3,9-Diazaspiro[5.5]undecane-3-carbonyl)-2-methoxy-phenyl]hexahydropyrimidine-2,4-dione C1CN(CCC12CCNCC2)C(=O)C=2C=CC(=C(C2)N2C(NC(CC2)=O)=O)OC